CN(C(S)=S)C.CN(C(S)=S)C.[Ni] nickel bis(dimethyldithiocarbamic acid)